CC[C@H](NC1CCCCC1)C(=O)O (2S,3S)-beta-methylcyclohexylalanine